BrC1=C(C(=CC(=C1C)C)Cl)SC (2-bromo-6-chloro-3,4-dimethylphenyl)(methyl)sulphane